2-(4-chloro-1-isopropyl-1H-pyrazol-5-yl)-4-(3-chloro-4-(3-methoxy-6-(trifluoromethyl)pyridin-2-yl)benzyl)-6,7-dihydropyrazolo[1,5-a]pyrimidin-5(4H)-one ClC=1C=NN(C1C1=NN2C(N(C(CC2)=O)CC2=CC(=C(C=C2)C2=NC(=CC=C2OC)C(F)(F)F)Cl)=C1)C(C)C